OC(CN1CCN(CC1)CC(=O)O)CN1C2=CC=CC=C2SC=2C=CC(=CC12)C(F)(F)F 2-(4-(2-hydroxy-3-(2-(trifluoromethyl)-10H-phenothiazin-10-yl)propyl)piperazin-1-yl)acetic acid